(S)-tert-butyl 3-(piperidin-3-yl)azetidine-1-carboxylate N1C[C@@H](CCC1)C1CN(C1)C(=O)OC(C)(C)C